(3-BOC-AMINOPHENYL)BORONIC ACID B(C1=CC(=CC=C1)NC(=O)OC(C)(C)C)(O)O